N1C=NC2=C1C=CC(=C2)C2=CC=1N(C3=CC(=CC=C3OC1C=C2)C=2C=C1C=CNC1=CC2)CCN2CCOCC2 2-(1H-benzo[d]imidazol-5-yl)-8-(1H-indol-5-yl)-10-(2-morpholinoethyl)-10H-phenoxazine